Cl.OC(C1NCC=2C=CC(=NC2C1)C(=O)O)C1=CC=CC=C1 7-(Hydroxy(phenyl)methyl)-5,6,7,8-tetrahydro-1,6-naphthyridine-2-carboxylate hydrochloride